2-(3-fluoro-4-(6-(4-(methylsulfonyl)phenyl)furo[3,2-d]pyrimidin-4-yl)pyridin-2-yl)propan-2-ol FC=1C(=NC=CC1C=1C2=C(N=CN1)C=C(O2)C2=CC=C(C=C2)S(=O)(=O)C)C(C)(C)O